tert-Butyl (3S)-3-[3-(2-chloro-6-methyl-4-pyridyl)-2-(3-cyanophenyl)pyrazolo[1,5-a]pyrimidin-5-yl]oxypyrrolidine-1-carboxylate ClC1=NC(=CC(=C1)C=1C(=NN2C1N=C(C=C2)O[C@@H]2CN(CC2)C(=O)OC(C)(C)C)C2=CC(=CC=C2)C#N)C